6-(2-[2-(pyridin-3-yl)quinazolin-4-yl]amino-2,3-dihydro-1H-inden-5-yl)hex-5-ynoic acid N1=CC(=CC=C1)C1=NC2=CC=CC=C2C(=N1)NC1CC2=CC=C(C=C2C1)C#CCCCC(=O)O